Diheptylpyrrole Bromide [Br-].C(CCCCCC)C1=C(NC=C1)CCCCCCC